N-dibenzothiophenyl-N'-methylimidazole C1(=CC=CC=2SC3=C(C21)C=CC=C3)N3CN(C=C3)C